NC1=NC(=NN2C1=NC=C2CC=2C=NC(=C(C2)C)N2CCC(CC2)CNC)OC(CCO)CCC 3-((4-amino-7-((5-methyl-6-(4-((methylamino)methyl)piperidin-1-yl)pyridin-3-yl)methyl)imidazo[2,1-f][1,2,4]triazin-2-yl)oxy)hexan-1-ol